BrC=1C=2N(C=C(C1)C1CC1)C=C(N2)CN2N=NC(=C2)C(=O)OC(C)(C)C Tert-Butyl 1-((8-bromo-6-cyclopropylimidazo[1,2-a]pyridin-2-yl)methyl)-1H-1,2,3-triazole-4-carboxylate